N1CCCCC=C1 1,3,4,5-tetrahydroazepine